tert-butyl 2-chloro-6a,7,9,10-tetrahydro-5H-pyrazino[1',2':4,5]pyrazino[2,3-c]pyridazine-8(6H)-carboxylate ClC=1C=C2C(=NN1)NCC1N2CCN(C1)C(=O)OC(C)(C)C